ClC1=CC2=C(NC(N=C2N2[C@H](CN(CC2)C(C=C)=O)C)=O)N=C1C1=C(C=CC=C1O)F 6-Chloro-7-(2-fluoro-6-hydroxyphenyl)-4-((2S)-2-methyl-4-(2-propenoyl)-1-piperazinyl)pyrido[2,3-d]pyrimidin-2(1H)-one